CC1=C(C=C(C(=O)NC2=CC(=C(C=C2)CN2CCN(CC2)C)C(F)(F)F)C=C1)C=1C=C2C=CC(=NC2=CC1)NC 4-methyl-3-(2-(methylamino)quinolin-6-yl)-N-(4-((4-methylpiperazin-1-yl)methyl)-3-(trifluoromethyl)phenyl)benzamide